BrC=1C=C2CCN(C(C2=CC1)=O)CC1OC1 6-Bromo-2-(oxiran-2-ylmethyl)-3,4-dihydroisoquinolin-1(2H)-one